ClC=1C=C2C(=CN1)NC(=C2)C(=O)N[C@H](C(=O)O)CC2=CC=CC=C2 2-(S)-[(5-chloro-1H-pyrrolo[2,3-c]pyridine-2-carbonyl)amino]-3-phenylpropionic acid